FC1=C(C(=O)OC2=N[Se]C3=C2C=CC=C3)C=CC=C1 benzo[d][1,2]selenazol-3-yl 2-fluorobenzoate